2-(4-methylphenoxy)-N-(2-methylsulfonylethyl)-N-(1H-pyrazol-3-yl)acetamide CC1=CC=C(OCC(=O)N(C2=NNC=C2)CCS(=O)(=O)C)C=C1